N-(5-(3,5-difluorobenzyl)-1H-indazol-3-yl)-4-(4-(3-(3-(2,6-dioxopiperidin-3-yl)-1-methyl-1H-indazol-6-yl)prop-2-yn-1-yl)piperazin-1-yl)-2-((tetrahydro-2H-pyran-4-yl)amino)benzamide FC=1C=C(CC=2C=C3C(=NNC3=CC2)NC(C2=C(C=C(C=C2)N2CCN(CC2)CC#CC2=CC=C3C(=NN(C3=C2)C)C2C(NC(CC2)=O)=O)NC2CCOCC2)=O)C=C(C1)F